COC1=CC=2N(C(C(=C(N2)C(F)(F)F)C=2N=NN(C2)CC(C(F)(F)F)(F)F)=O)C=C1 8-methoxy-3-[1-(2,2,3,3,3-pentafluoropropyl)-1H-1,2,3-triazol-4-yl]2-(trifluoro-methyl)-4H-pyrido[1,2-a]pyrimidin-4-one